(S)-5-fluoro-2-methyl-4-(pyrrolidin-3-ylmethyl)pyridine FC=1C(=CC(=NC1)C)C[C@@H]1CNCC1